ClC1=CC(=C(OCC2=CC=CC(=N2)[C@@H]2CN(CC2)CC2=NC3=C(N2C[C@H]2OCC2)C=C(C=C3F)C(=O)O)C=C1)F 2-{[(3S)-3-{6-[(4-chloro-2-fluorophenoxy)methyl]pyridin-2-yl}pyrrolidin-1-yl]methyl}-4-fluoro-1-{[(2S)-oxetan-2-yl]methyl}-1H-1,3-benzodiazole-6-carboxylic acid